ClC1=CC(N(C(N1)=O)C1=CC(=C(C(=C1)F)F)F)=O 6-chloro-3-(3,4,5-trifluorophenyl)pyrimidine-2,4(1H,3H)-dione